8-[1-(2,2-difluoroethyl)-5-methyl-1H-pyrazolo[3,4-b]pyrazin-6-yl]-2-[4-(trifluoromethyl)pyridin-2-yl]-2,8-diazaspiro[4.5]decane FC(CN1N=CC=2C1=NC(=C(N2)C)N2CCC1(CCN(C1)C1=NC=CC(=C1)C(F)(F)F)CC2)F